ClC=1C(=NC=CC1C1=NC(=C(C=C1)CNC[C@H]1NC(CC1)=O)OC)C=1C(=C(C=CC1)NC(C1=NC=C(C(=C1)OC)CNCCCF)=O)C (S)-N-(3-(3'-Chloro-6-methoxy-5-((((5-oxopyrrolidin-2-yl)methyl)amino)methyl)-[2,4'-bipyridin]-2'-yl)-2-methylphenyl)-5-(((3-fluoropropyl)amino)methyl)-4-methoxypicolinamide